CC1=CC=C(C=N1)N1CCC(CC1)CCN1N=C(C=2CCCCC12)C(=O)N1CCC(CC1)NC(C)=O N-[1-[1-[2-[1-(6-Methyl-3-pyridyl)-4-piperidyl]ethyl]-4,5,6,7-tetrahydroindazol-3-carbonyl]-4-piperidyl]acetamid